spiro[3.3]heptan-2-ylmethyl ((3S)-1-(4-(2,6-dioxopiperidin-3-yl)-3,5-difluorophenyl)-5-oxopyrrolidin-3-yl)carbamate O=C1NC(CCC1C1=C(C=C(C=C1F)N1C[C@H](CC1=O)NC(OCC1CC2(C1)CCC2)=O)F)=O